2-methyl-11-{6-[(2-octyl-1-oxodecyl) oxy] hexyl}-9-oxo-2,8-diaza-5,10-dioxaheptadecan-17-yl 2-octyldecanoate C(CCCCCCC)C(C(=O)OCCCCCCC(OC(NCCOCCN(C)C)=O)CCCCCCOC(C(CCCCCCCC)CCCCCCCC)=O)CCCCCCCC